N-(4-(4-amino-7-methyl-5-(1-(piperidin-4-ylmethyl)-1H-pyrazol-4-yl)-7H-pyrrolo[2,3-d]pyrimidin-6-yl)phenyl)methacrylamide NC=1C2=C(N=CN1)N(C(=C2C=2C=NN(C2)CC2CCNCC2)C2=CC=C(C=C2)NC(C(=C)C)=O)C